FC(C1=NN=C(O1)C=1C=C(C(=NC1)CN(C1=CC=CC=C1)C=1C(C(C1N1[C@@H]2CN([C@H](C1)C2)C2CSC2)=O)=O)F)F 3-[N-[[5-[5-(difluoromethyl)-1,3,4-oxadiazol-2-yl]-3-fluoro-2-pyridyl]methyl]anilino]-4-[(1S,4S)-5-(thietan-3-yl)-2,5-diazabicyclo[2.2.1]heptan-2-yl]cyclobut-3-en-1,2-dione